2-amino-5-(2,4-dimethoxyphenyl)-4-oxo-4,5-dihydrofuran-3-yl phenylmethanesulfonate C1(=CC=CC=C1)CS(=O)(=O)OC1=C(OC(C1=O)C1=C(C=C(C=C1)OC)OC)N